N1CCC(CC1)NS(=O)(=O)C1=CC=CC=C1 N-(piperidin-4-yl)benzene-1-sulfonamide